B([O-])([O-])[O-].C(C1=CC=CC=C1)[S+](C1=CC=C(C=C1)O)C.C(C1=CC=CC=C1)[S+](C)C1=CC=C(C=C1)O.C(C1=CC=CC=C1)[S+](C)C1=CC=C(C=C1)O benzylmethyl-p-hydroxyphenylsulfonium borate salt